methyl butenoate C(C=CC)(=O)OC